C(C)(C)(C)OC(=O)N1CC(CCC1)([N+](=O)[O-])C(CF)O 3-(2-fluoro-1-hydroxyethyl)-3-nitropiperidine-1-carboxylic acid tert-butyl ester